(Z)-4-((2,4-dimethoxybenzyl)amino)-3-(furan-2-ylmethyl)pent-3-en-2-one COC1=C(CN\C(=C(/C(C)=O)\CC=2OC=CC2)\C)C=CC(=C1)OC